5-chloro-1'-[2-({2-[(3-methyloxetan-3-yl)oxy]pyrimidin-5-yl}oxy)ethyl]-1,2-dihydrospiro[indole-3,4'-piperidin]-2-one ClC=1C=C2C(=CC1)NC(C21CCN(CC1)CCOC=1C=NC(=NC1)OC1(COC1)C)=O